5-((9H-Fluoren-9-yl)methyl) 2-(tert-butyl) 2,5,8-triazaspiro[3.5]nonane-2,5-dicarboxylate C1N(CC12N(CCNC2)C(=O)OCC2C1=CC=CC=C1C=1C=CC=CC21)C(=O)OC(C)(C)C